4-[7-(1-acetylazetidin-3-yl)-6-fluoro-imidazo[1,2-a]pyridin-3-yl]-N-cyclopropyl-2-(difluoromethoxy)-6-methoxybenzamide C(C)(=O)N1CC(C1)C1=CC=2N(C=C1F)C(=CN2)C2=CC(=C(C(=O)NC1CC1)C(=C2)OC)OC(F)F